C1(CC1)C[C@H](NC([C@@H](NC(OCC1=CC=CC=C1)=O)CC1=CC=C(C=C1)F)=O)C(N[C@H](C(=O)OC)C[C@H]1C(NCCC1)=O)=O (5S,8S,11S)-methyl 8-(cyclopropylmethyl)-5-(4-fluorobenzyl)-3,6,9-trioxo-11-(((S)-2-oxopiperidin-3-yl)methyl)-1-phenyl-2-oxa-4,7,10-triazadodecan-12-oate